(R)-3-(3-chloro-4-fluorophenyl)-1-(1-(6,7-difluoro-2-methyl-1-oxo-1,2-dihydroisoquinolin-4-yl)ethyl)-1-methylurea ClC=1C=C(C=CC1F)NC(N(C)[C@H](C)C1=CN(C(C2=CC(=C(C=C12)F)F)=O)C)=O